FC(C1=CC=C(C=C1)NC1CCN(CC1)S(=O)(=O)C1=CC=C(C=C1)C=1C=C2C(=NNC2=CC1)C#N)(F)F 5-(4-((4-((4-(trifluoromethyl)phenyl)amino)piperidin-1-yl)sulfonyl)phenyl)-1H-indazole-3-carbonitrile